[N+](=O)([O-])C=1NC2=CC=CC=C2C1 2-nitro-indole